2,4-dimethyl-heptanediol CC(C(O)O)CC(CCC)C